O1CCN(CC1)C(C#N)C1=CC=C(C=C1)C1=NOC(=N1)C(F)(F)F 2-morpholino-2-[4-[5-(trifluoromethyl)-1,2,4-oxadiazol-3-yl]phenyl]acetonitrile